N-(cyanomethyl)-N-(1-(cyanomethyl)-5-(3,3,3-trifluoropropyl)-1H-1,2,4-triazol-3-yl)-4-(5-(3,5-dichlorophenyl)-5-(trifluoromethyl)-4,5-dihydroisoxazol-3-yl)-2-methylbenzamide C(#N)CN(C(C1=C(C=C(C=C1)C1=NOC(C1)(C(F)(F)F)C1=CC(=CC(=C1)Cl)Cl)C)=O)C1=NN(C(=N1)CCC(F)(F)F)CC#N